O1-benzyl O2-methyl (2S,4S)-4-[[6-[3-[3-[tert-butoxycarbonyl(3-hydroxypropyl)amino]propyl]benzimidazol-4-yl]-2-pyridyl]amino]pyrrolidine-1,2-dicarboxylate C(C)(C)(C)OC(=O)N(CCCN1C=NC2=C1C(=CC=C2)C2=CC=CC(=N2)N[C@H]2C[C@H](N(C2)C(=O)OCC2=CC=CC=C2)C(=O)OC)CCCO